4-(4-(furo[2,3-c]pyridin-3-yl)furan-2-yl)-4-oxobutyric acid O1C=C(C=2C1=CN=CC2)C=2C=C(OC2)C(CCC(=O)O)=O